3-hydroxy-2-(p-chlorophenyl)-4H-chromen-4-one OC1=C(OC2=CC=CC=C2C1=O)C1=CC=C(C=C1)Cl